(2-oxo-2-phenylethyl amino) acetate C(C)(=O)ONCC(C1=CC=CC=C1)=O